C1N(CCC2=CC=CC=C12)C[C@@H]([C@H](CNC(=O)C=1N=C2N(CC(CC2)C(F)(F)F)C1)O)O N-((2S,3S)-4-(3,4-dihydroisoquinolin-2(1H)-yl)-2,3-dihydroxybutyl)-6-(trifluoromethyl)-5,6,7,8-tetrahydroimidazo[1,2-a]pyridine-2-carboxamide